(S)-N-(1-(2,4-difluorophenyl)ethyl)-2-(2,4-dioxo-1,4-dihydropyrimido[5,4-d]pyrimidin-3(2H)-yl)acetamide FC1=C(C=CC(=C1)F)[C@H](C)NC(CN1C(NC2=C(C1=O)N=CN=C2)=O)=O